FC=1C=C2[C@H](N3C(C2=CC1)=CN=C3)[C@H]3COCC[C@@H]3O (3S,4S)-3-((R)-7-Fluoro-5H-imidazo[5,1-a]isoindol-5-yl)tetrahydro-2H-pyran-4-ol